BrC=1SC(=CN1)C(=O)NC1=C(C(=CC=C1Cl)OC)F 2-bromo-N-(6-chloro-2-fluoro-3-methoxy-phenyl)thiazole-5-carboxamide